(4-(3-(4-chlorophenyl)imidazo[2,1-b]thiazol-6-yl)phenyl)(4-methylpiperazin-1-yl)methanone ClC1=CC=C(C=C1)C=1N2C(SC1)=NC(=C2)C2=CC=C(C=C2)C(=O)N2CCN(CC2)C